ClC1=CC(=CC(=N1)C(=O)NC=1C=CC(=NC1)C(=O)OC)C methyl 5-(6-chloro-4-methylpyridine-2-amido)pyridine-2-carboxylate